CS(=O)(=O)C=1C(=NC=C(C1)C1COC1)NC1=NC=NC(=C1)N N4-(3-(methylsulfonyl)-5-(oxetan-3-yl)pyridin-2-yl)pyrimidine-4,6-diamine